N-(3-Chloro-4-fluorophenyl)-4,5,6,9,10,12-hexahydropyrazolo[3,4-c]pyrido[4',3':3,4]pyrazolo[1,5-a]azepine-11(2H)-carboxamide ClC=1C=C(C=CC1F)NC(=O)N1CC=2C(=NN3C2C=2C(CCC3)=CNN2)CC1